The molecule is a member of the class of xanthones that is 9H-xanthen-9-one substituted by hydroxy group at positions 1 and 8 and a methoxy group at position 2. It has been isolated from Chaetomium globosum.( Compound class : xanthenone) It has a role as a Chaetomium metabolite. It is a polyphenol, an aromatic ether and a member of xanthones. COC1=C(C2=C(C=C1)OC3=CC=CC(=C3C2=O)O)O